C1(CC1)[C@]1(C(N(C[C@H]1C)C1=NN(C2=CN=CC=C21)C=2C=NN(C2)C)=O)C#N (3R,4S)-3-cyclopropyl-4-methyl-1-(1-(1-methyl-1H-pyrazol-4-yl)-1H-pyrazolo[3,4-c]pyridin-3-yl)-2-oxopyrrolidine-3-carbonitrile